BrC1=CC(=C(C=2C=COC21)CN)F 7-bromo-4-(aminomethyl)-5-fluorobenzofuran